5-chloro-2-(difluoromethyl)-N-((1r,4r)-4-((6-fluoro-3-(3-fluoropyridin-4-yl)-3-hydroxy-2-oxoindolin-1-yl)methyl)cyclohexyl)nicotinamide ClC=1C=NC(=C(C(=O)NC2CCC(CC2)CN2C(C(C3=CC=C(C=C23)F)(O)C2=C(C=NC=C2)F)=O)C1)C(F)F